N1=C(C=C(C=C1)CCC(=O)[O-])CCC(=O)[O-].[Li+].[Li+] lithium 2,4-pyridinedipropionate